C(#N)CNC(=O)N1[C@H]([C@H](CCC1)NS(=O)(=O)C)CO[C@@H]1CC[C@@H](CC1)C1=CC=CC=C1 cis-N-(cyanomethyl)-3-((methylsulfonyl)amino)-2-(((cis-4-phenylcyclohexyl)oxy)methyl)-piperidine-1-carboxamide